N1=CC(=CC=C1)C1=NN2C(=NC=3C=CC=CC3C2=N1)N[C@H]1C(NCCCC1)=O (3R)-3-{[2-(pyridin-3-yl)[1,2,4]triazolo[1,5-c]quinazolin-5-yl]amino}azepan-2-one